methyl 4-ethyl-3-(N-(5-(methylsulfonyl)-2-(5-methylthiophen-2-yl)phenyl)sulfamoyl)benzoate C(C)C1=C(C=C(C(=O)OC)C=C1)S(NC1=C(C=CC(=C1)S(=O)(=O)C)C=1SC(=CC1)C)(=O)=O